CC1(CCN(CC1)C=1OC2=C(C=C(C=C2C(C1C)=O)C)C(C)NC=1C(=C(C(=O)OC)C=CC1)B1OC(C(O1)(C)C)(C)C)C methyl 3-((1-(2-(4,4-dimethylpiperidin-1-yl)-3,6-dimethyl-4-oxo-4H-chromen-8-yl)ethyl)amino)-2-(4,4,5,5-tetramethyl-1,3,2-dioxaborolan-2-yl)benzoate